C(CCCCCCCCCCC)N(CCO)CCO 2,2'-(dodecylimino)bis[ethanol]